S(=O)([O-])[O-].[Na+].[Na+] Natrium sulfite